dimethylbiguanide HCl Cl.CN=C(NC(N)=NC)N